CC(C)(C)N.C(C)(C)(C)OC(=O)N[C@H]1C[C@H](C[C@H]1O)C(=O)O (1R,3S,4R)-3-[(tert-Butoxycarbonyl)amino]-4-hydroxycyclopentane-1-carboxylic acid 2-methylpropane-2-amine salt